C(#N)C1=CC=C2C=NC(=NC2=C1OC)NC1=CC(=NC=C1)CS(=O)(=O)C 7-cyano-8-methoxy-N-(2-((methylsulfonyl)methyl)pyridin-4-yl)quinazolin-2-amine